1,3-bis(4-fluoro-2-iodophenoxy)propane FC1=CC(=C(OCCCOC2=C(C=C(C=C2)F)I)C=C1)I